FC=1C(=C(C=CC1)C1CCN(CC1)C(=O)C1=NNC=2CN(CCC21)C(=O)OC(C)(C)C)C(F)(F)F tert-butyl 3-(4-(3-fluoro-2-(trifluoromethyl)phenyl) piperidine-1-carbonyl)-4,5-dihydro-1H-pyrazolo[3,4-c]pyridine-6(7H)-carboxylate